FC(OC1=CC=C(C=C1)N1C(N([C@H](C1)C#N)C1=CN=CC2=CC=CC=C12)=O)F (R)-1-(4-(difluoromethoxy)phenyl)-3-(isoquinolin-4-yl)-2-oxoimidazolidine-4-carbonitrile